1-(4-(4-(4-(2,6-difluorobenzyl)-5-oxo-4,5-dihydro-1H-1,2,4-triazol-1-yl)-2-fluorophenoxy)-5-fluoropyridin-2-yl)-3-(1-hydroxy-2-methylpropan-2-yl)thiourea FC1=C(CN2C=NN(C2=O)C2=CC(=C(OC3=CC(=NC=C3F)NC(=S)NC(CO)(C)C)C=C2)F)C(=CC=C1)F